isopropyloxazole-2-carboxylic acid methyl ester COC(=O)C=1OC=C(N1)C(C)C